1-tert-butyl 3-ethyl 4-hydroxypiperidine-1,3-dicarboxylate OC1C(CN(CC1)C(=O)OC(C)(C)C)C(=O)OCC